2-amino-1-naphthalenemethanesulfonic acid NC1=C(C2=CC=CC=C2C=C1)CS(=O)(=O)O